N-((3r,5s)-5-((1H-1,2,4-triazol-1-yl)methyl)-1-cyanopyrrolidin-3-yl)-5-(2-cyclopropyl-5-(trifluoromethoxy)phenyl)-1,3,4-oxadiazole-2-carboxamide N1(N=CN=C1)C[C@@H]1C[C@H](CN1C#N)NC(=O)C=1OC(=NN1)C1=C(C=CC(=C1)OC(F)(F)F)C1CC1